ClC=1C=C(CC=2C=CC(=NC2)NC(=O)C2=NN(C(CC2)=O)C)C=C(C1)F N-(5-(3-chloro-5-fluorobenzyl)pyridin-2-yl)-1-methyl-6-oxo-1,4,5,6-tetrahydropyridazine-3-carboxamide